tert-butyl (R)-3-((S)-1-(tert-butoxy)-1-oxo-3-(5-vinylthiazol-2-yl)propan-2-yl)pyrrolidine-1-carboxylate C(C)(C)(C)OC([C@@H](CC=1SC(=CN1)C=C)[C@@H]1CN(CC1)C(=O)OC(C)(C)C)=O